1,1'-dimethyl-4,4'-bipyridine bromide [Br-].CN1C=CC(C=C1)=C1C=CN(C=C1)C